TRANS-3-HYDROXYHEX-4-ENOIC ACID OC(CC(=O)O)\C=C\C